4-((S)-1-((S)-1-((1-(3,5-difluorobenzyl)-2-(difluoromethyl)-1H-imidazol-4-yl)amino)-1-oxopropan-2-yl)-4,4-difluoropiperidin-3-yl)pyridine 1-oxide FC=1C=C(CN2C(=NC(=C2)NC([C@H](C)N2C[C@@H](C(CC2)(F)F)C2=CC=[N+](C=C2)[O-])=O)C(F)F)C=C(C1)F